NC1=CC(=NN1CC(=O)N1C[C@@]2(CC1)C1=C(NC(O2)=O)C=CC(=C1F)Cl)C1=C(C=CC=C1)C (R)-1'-(2-(5-Amino-3-(o-tolyl)-1H-pyrazol-1-yl)acetyl)-6-chloro-5-fluorospiro[benzo[d][1,3]oxazine-4,3'-pyrrolidin]-2(1H)-one